dihydroxyethyl-aminopropyl-hydroxyethyl-octadecylamine OC(CC(CCCCCCCCCCCCCCCCC)N(CCO)CCCN)O